C(C)(C)(C)OC(=O)N(C=1SC=C(N1)C(=O)OC)CCC(CO[Si](C)(C)C(C)(C)C)OC methyl 2-[tert-butoxycarbonyl-[4-[tert-butyl(dimethyl)silyl]oxy-3-methoxy-butyl]amino]thiazole-4-carboxylate